CNC1=C(C=NC=2C=CC=C(C12)O)[N+](=O)[O-] 4-(methylamino)-3-nitro-quinolin-5-ol